titanium-zirconium chromium [Cr].[Zr].[Ti]